C(C)(C)(C)[Si](OC(CC)C1=CC(=C(C=N1)NC1=NC=NN1CC1=CC=C(C=C1)OC)C)(C)C 6-(1-((tert-butyl-dimethyl-silyl)oxy)propyl)-N-(1-(4-methoxybenzyl)-1H-1,2,4-triazol-5-yl)-4-methylpyridin-3-amine